tert-butyl ((5-bromo-1-(3-chlorobenzenesulfonyl)-1H-pyrrol-3-yl)methyl)(methyl)carbamate BrC1=CC(=CN1S(=O)(=O)C1=CC(=CC=C1)Cl)CN(C(OC(C)(C)C)=O)C